sodium-iron chloride [Fe](Cl)Cl.[Na]